2-chloro-6-[3-(cyclopropyloxy)pyrazol-1-yl]-N-(1-methylpyrazol-4-yl)sulfonyl-pyridine-3-carboxamide ClC1=NC(=CC=C1C(=O)NS(=O)(=O)C=1C=NN(C1)C)N1N=C(C=C1)OC1CC1